(2-(2-(4-Fluorobenzyl)-2,6-dihydropyrrolo[3,4-c]pyrazol-5(4H)-yl)pyrimidin-4-yl)(4-methylpiperazin-1-yl)methanone FC1=CC=C(CN2N=C3C(=C2)CN(C3)C3=NC=CC(=N3)C(=O)N3CCN(CC3)C)C=C1